ferrous chloride, tetrahydrate O.O.O.O.[Fe](Cl)Cl